C(C)(C)(C)OC(=O)N1C(CNCC1)=S(=O)=O Sulfonylpiperazine-1-carboxylic acid tert-butyl ester